1,5-divinyl-3-phenyl-pentamethyl-trisiloxane C(=C)[Si](O[Si](O[Si](C=C)(C)C)(C1=CC=CC=C1)C)(C)C